5-(2,3-Dihydrobenzo[b][1,4]dioxin-6-yl)-N-(pyridin-4-yl)-1-(tetrahydro-2H-pyran-2-yl)-1H-indole-3-carboxamide O1C2=C(OCC1)C=C(C=C2)C=2C=C1C(=CN(C1=CC2)C2OCCCC2)C(=O)NC2=CC=NC=C2